1'-(methylene-di-4,1-phenylene)bis[2-hydroxy-2-methyl-1-propanone] C(C1=CC=C(C=C1)C(C(C)(C)O)=O)C1=CC=C(C=C1)C(C(C)(O)C)=O